FC1=C(C2=C(C(C3=C(C4=C(C=C(O4)C)C=C3)SC2)O)C=C1)F 9,10-difluoro-2-methyl-6,11-dihydrobenzo[5,6]thiepino[3,2-g]benzofuran-6-ol